C1=CC=CC=2C=3C=NC=4C=CC=CC4C3C=CC21 benzo[i]phenanthridine